((1R)-1-(3-(2H-spiro[benzofuran-3,1'-cyclopropane]-2'-yl)ureido)-2-(benzofuran-3-yl)ethyl)boronic acid C12(C(C1)NC(N[C@@H](CC1=COC3=C1C=CC=C3)B(O)O)=O)COC3=C2C=CC=C3